2-(3-(ethylsulfonyl)-5-(4-(trifluoromethoxy)phenyl)pyridin-2-yl)-9-methyl-8-(trifluoromethyl)-9H-purine C(C)S(=O)(=O)C=1C(=NC=C(C1)C1=CC=C(C=C1)OC(F)(F)F)C1=NC=C2N=C(N(C2=N1)C)C(F)(F)F